CN1N=CC(=C1C)S(=O)(=O)N1C[C@]2(CC3=C(C=C2CC1)N(N=C3)C3=CC=C(C=C3)F)C(=O)C3=NC=CC(=C3)C (R)-(6-((1,5-dimethyl-1H-pyrazol-4-yl)sulfonyl)-1-(4-fluorophenyl)-4,4a,5,6,7,8-hexahydro-1H-pyrazolo[3,4-g]isoquinolin-4a-yl)(4-methylpyridin-2-yl)methanone